ClC1=CC(=C(COC2=CC=CC(=N2)C2=NC=C(C=C2)CC2=NC3=C(N2C[C@H]2OCC2)C=C(C=C3)C(=O)O)C=C1)F (S)-2-((6'-((4-chloro-2-fluorobenzyl)oxy)-[2,2'-bipyridin]-5-yl)methyl)-1-(oxetan-2-ylmethyl)-1H-benzo[d]imidazole-6-carboxylic acid